P(O)(=O)(OP(=O)(O)OP(=O)(O)O)OC[C@@H]1[C@H]([C@H]([C@@H](O1)N1C(=O)N=C(N)C(=C1)C)O)O 5-methyl-cytidine 5'-triphosphate